NCCC1=CC=C(C=C1)NCCN(C)C N1-(4-(2-aminoethyl)phenyl)-N2,N2-dimethylethane-1,2-diamine